4-amino-7-fluoro-N-[[2-fluoro-4-(trifluoromethyl)phenyl]methyl]-N-imidazol-1-yl-1-methyl-pyrazolo[4,3-c]quinoline-8-carboxamide NC1=NC=2C=C(C(=CC2C2=C1C=NN2C)C(=O)N(N2C=NC=C2)CC2=C(C=C(C=C2)C(F)(F)F)F)F